C(NNC(=S)N)NNC(=S)N methylenebis(1-thiosemicarbazide)